(S)-1-(benzyloxy)-1-oxopropan-2-yl 3-((4-(4-(3-(2,4-dihydroxy-5-isopropylphenyl)-5-(ethylcarbamoyl)-4H-1,2,4-triazol-4-yl)benzyl)piperazin-1-yl)methyl)benzoate OC1=C(C=C(C(=C1)O)C(C)C)C1=NN=C(N1C1=CC=C(CN2CCN(CC2)CC=2C=C(C(=O)O[C@H](C(=O)OCC3=CC=CC=C3)C)C=CC2)C=C1)C(NCC)=O